P1(CCCCN1)=O phosphavalerolactam